tert-butyl (E)-(2-(4-((tert-butyldimethylsilyl)oxy)but-1-en-1-yl)-4-(2,5-difluorophenyl)pyridin-3-yl)carbamate [Si](C)(C)(C(C)(C)C)OCC/C=C/C1=NC=CC(=C1NC(OC(C)(C)C)=O)C1=C(C=CC(=C1)F)F